1,3-dihydroxypropan-2-yl 18-hydroxy-(9Z)-octadec-9-enoate OCCCCCCCC\C=C/CCCCCCCC(=O)OC(CO)CO